2,5-dioxopyrrolidin-1-yl (4-(1-(4-(trifluoromethoxy)phenyl)-1H-1,2,4-triazol-3-yl)phenethyl) Carbonate C(ON1C(CCC1=O)=O)(OCCC1=CC=C(C=C1)C1=NN(C=N1)C1=CC=C(C=C1)OC(F)(F)F)=O